C(CC)N1C(OC2=C1C=C(C=C2)C2(NC(=NC=C2C)NC=2C=NC(=CC2)N2CCN(CC2)C)N)=O 4-(3-N-propylbenzo[d]oxazol-2(3H)-one-5-yl)-N2-(6-(4-methylpiperazin-1-yl)pyridin-3-yl)-5-methylpyrimidine-2,4-diamine